ClC1=CC(=C2C(=N1)NC=C2)C=2N=NN(C2)CC2=CC=CC(=N2)C(C)(C)O 2-(6-((4-(6-chloro-1H-pyrrolo[2,3-b]pyridin-4-yl)-1H-1,2,3-triazol-1-yl)methyl)pyridin-2-yl)propan-2-ol